FC1=C(C(=O)OC)C=C(C(=C1)C=O)C methyl 2-fluoro-4-formyl-5-methylbenzoate